Cl.N[C@@H](C)C(=O)OC1CCCCCCC1 Cyclooctyl L-alaninate Hydrogen chloride